7-chloro-6-(2-fluorobenzyl)-3-((1S,2R,5R,6S)-2-methyl-3-oxabicyclo[3.1.0]hexan-6-yl)-3,6-dihydro-4H-pyrazolo[4,3-d][1,2,3]triazin-4-one ClC=1N(N=C2C1N=NN(C2=O)[C@H]2[C@@H]1CO[C@@H]([C@H]21)C)CC2=C(C=CC=C2)F